5-[2,3-difluoro-4-(2-pyridinyloxy)phenyl]-1-methyl-imidazole-2-carboxamide FC1=C(C=CC(=C1F)OC1=NC=CC=C1)C1=CN=C(N1C)C(=O)N